trisodium pyrenetrisulfonate C=1(C(=C(C2=CC=C3C=CC=C4C=CC1C2=C34)S(=O)(=O)[O-])S(=O)(=O)[O-])S(=O)(=O)[O-].[Na+].[Na+].[Na+]